2-[2-(dimethylamino)ethyl-methylamino]ethanol CN(CCN(CCO)C)C